(2R,3R,3aS,9bS)-7-(1-cyclohexenyl)-N-(cyclopropylmethyl)-3-(hydroxymethyl)-6-oxo-1,2,3,3a,4,9b-hexahydropyrrolo[2,3-a]indolizine-2-carboxamide C1(=CCCCC1)C=1C(N2C[C@H]3[C@@H](C2=CC1)N[C@H]([C@@H]3CO)C(=O)NCC3CC3)=O